3-(6-((1-(4-methyl-1-((1-methylcyclopropyl)methyl)piperidin-4-yl)-1H-pyrazol-4-yl)methyl)-2-oxobenzo[cd]indol-1(2H)-yl)piperidine-2,6-dione CC1(CCN(CC1)CC1(CC1)C)N1N=CC(=C1)CC=1C=2C3=C(C(N(C3=CC1)C1C(NC(CC1)=O)=O)=O)C=CC2